OC(=O)C(F)(F)F.C(C)OC(CF)=O 2-fluoroacetic acid ethyl ester TFA salt